(2S)-1-[2-[4-[(6-fluoro-4-quinolinyl)oxy]-1-piperidinyl]acetyl]pyrrolidine-2-carbonitrile FC=1C=C2C(=CC=NC2=CC1)OC1CCN(CC1)CC(=O)N1[C@@H](CCC1)C#N